2-((1R,4R)-4-cyclopropoxycyclohexyl)isoindoline-1,3-dione C1(CC1)OC1CCC(CC1)N1C(C2=CC=CC=C2C1=O)=O